F[C@H]1[C@@H]2[C@H]3CN([C@@H]([C@H]3[C@H]1C=C2)C(=O)OC)C(=O)OC(C)(C)C 2-(tert-butyl) 1-methyl (1S,3aS,4S,7R,7aR,8S)-8-fluoro-1,3,3a,4,7,7a-hexahydro-2H-4,7-methanoisoindole-1,2-dicarboxylate